(5S,14S)-14-((((9H-fluoren-9-yl)methoxy)carbonyl)amino)-5-(2-(tert-butoxy)-2-oxoethyl)-2,2,3,3-tetramethyl-8-oxo-4-oxa-7,9-diaza-3-silapentadecane-15-oic acid C1=CC=CC=2C3=CC=CC=C3C(C12)COC(=O)N[C@@H](CCCCNC(NC[C@@H](O[Si](C(C)(C)C)(C)C)CC(=O)OC(C)(C)C)=O)C(=O)O